FC1=CC(=CC=2C=COC21)C=2C(=NC(=CN2)CCCOC)N2[C@H](C[C@@H](CC2)C(=O)O)C (2S,4R)-1-(3-(7-fluorobenzofuran-5-yl)-6-(3-methoxypropyl)pyrazin-2-yl)-2-methylpiperidine-4-carboxylic acid